octacosyl eicos-11-enoate C(CCCCCCCCCC=CCCCCCCCC)(=O)OCCCCCCCCCCCCCCCCCCCCCCCCCCCC